C(C1=CC=CC=C1)OC=1C=CC2=C(CNS(O2)(=O)=O)C1 6-(benzyloxy)-3,4-dihydro-2H-1,2λ6,3-benzoxathiazine-2,2-dione